C(=O)=C1NC(CCC1N1C(C2=CC=CC(=C2C1)NCC1=CC=C(C(=O)O)C=C1)=C=O)=C=O 4-(((2-(2,6-Dicarbonylpiperidin-3-yl)-1-carbonylisoindolin-4-yl)amino)methyl)benzoic acid